FC1=CC=C(C=C1)C(CN)C1=CC=CC=C1 2-(4-fluorophenyl)-2-phenyl-ethanamine